C1(CCCCC1)NCCCCCN N-cyclohexylpentane-1,5-diamine